BrC=1C=CC(N(C1)C(C(=O)C1=C(N(C(=C1)C)CC=1OC(=NN1)C)C)C)=O 5-bromo-1-(1-(2,5-dimethyl-1-((5-methyl-1,3,4-oxadiazol-2-yl)methyl)-1H-pyrrol-3-yl)-1-oxopropan-2-yl)pyridin-2(1H)-one